6-(3-chloro-6-(difluoromethyl)-2-fluorophenyl)-N-(1-((4-methyl-6-((1r,5s)-2-oxo-3-azabicyclo[3.1.0]hex-3-yl)pyridin-3-yl)methyl)-1H-pyrazol-4-yl)pyrazine-2-carboxamide ClC=1C(=C(C(=CC1)C(F)F)C1=CN=CC(=N1)C(=O)NC=1C=NN(C1)CC=1C=NC(=CC1C)N1C([C@@H]2C[C@@H]2C1)=O)F